CN1N=C(C=C1)C=1C=C(C=CC1CNC(C=C)=O)C1=CC=C(C=C1)C(F)(F)F N-((3-(1-methyl-1H-pyrazol-3-yl)-4'-(trifluoromethyl)-[1,1'-biphenyl]-4-yl)methyl)acrylamide